2-((3-Chloro-4-(4-(2-(((3R,4S)-3-methyl-1-(methylsulfonyl)piperidin-4-yl)amino)-5-(trifluoromethyl)pyrimidin-4-yl)-1H-imidazol-1-yl)benzyl)amino)acetonitrile ClC=1C=C(CNCC#N)C=CC1N1C=NC(=C1)C1=NC(=NC=C1C(F)(F)F)N[C@@H]1[C@@H](CN(CC1)S(=O)(=O)C)C